BrC1=CC=2C(C3=CC=CC=C3C2C=C1)(C)C1=CC=CC=C1 2-bromo-9-phenyl-9-methyl-9H-fluorene